3-{[1,1'-biphenyl]-4-yl}-5-(4,4,5,5-tetramethyl-1,3,2-dioxaborolan-2-yl)-[1,1'-biphenyl]-2-carbonitrile C1(=CC=C(C=C1)C1=C(C(=CC(=C1)B1OC(C(O1)(C)C)(C)C)C1=CC=CC=C1)C#N)C1=CC=CC=C1